cyclohexyl-3-(hydroxymethyl)azetidine C1(CCCCC1)N1CC(C1)CO